7-[(2S,4R)-2-(1-cyclopropyl-6-oxo-3-pyridyl)tetrahydropyran-4-yl]-9-(4,4-difluorocyclohexyl)-2,3-dimethyl-pyrazino[1,2-a]pyrimidin-4-one C1(CC1)N1C=C(C=CC1=O)[C@H]1OCC[C@H](C1)C=1N=C(C=2N(C(C(=C(N2)C)C)=O)C1)C1CCC(CC1)(F)F